2,6-Diiminopyridine Iron(II) [Fe+2].N=C1NC(C=CC1)=N